C(CCC)C1=CC=CC=C1.[Li] lithium butylbenzene